3-[2-(cyclopropylamino)-6-fluoropyridin-3-yl]-benzyl 1-ethylpyrazole-4-carboxylate C(C)N1N=CC(=C1)C(=O)OCC1=CC(=CC=C1)C=1C(=NC(=CC1)F)NC1CC1